platinum(II) {bis[(methoxyphenyl)isoquinolinyl]methane} COC1=C(C=CC=C1)C=1N=C(C2=CC=CC=C2C1)CC1=NC(=CC2=CC=CC=C12)C1=C(C=CC=C1)OC.[Pt+2]